(1S,2R)-2-(3-chlorophenyl)-N-(6-(((6-cyclopropyl-8-(3-methyl-2,4-dioxoimidazolidin-1-yl)imidazo[1,2-a]pyridin-2-yl)methyl)amino)pyrimidin-4-yl)-2-fluorocyclopropane-1-carboxamide ClC=1C=C(C=CC1)[C@@]1([C@@H](C1)C(=O)NC1=NC=NC(=C1)NCC=1N=C2N(C=C(C=C2N2C(N(C(C2)=O)C)=O)C2CC2)C1)F